C1OC2C(CC3=CC=CC=C23)(N)O1 Methylenedioxy-2-aminoindane